COC(=O)C=1SC=CC1C(=O)C=1C=C2CCN(CC2=CC1)C(=O)OCC1=CC=CC=C1 benzyl 6-(2-methoxycarbonylthiophene-3-carbonyl)-3,4-dihydro-1H-isoquinoline-2-carboxylate